COC=1C=C(C=C(C1)OC)C#CC1=NNC2=C(C=CC(=C12)N1C[C@@H](CC1)NC(C=C)=O)C(=O)N (R)-3-(3,5-dimethoxyphenylethynyl)-4-(3-acrylamidopyrrolidin-1-yl)indazole-7-carboxamide